iodomethyl 4-(5-(2,4-bis(trifluoromethyl)benzyl)-2-(2,6-diethyl phenyl)-6,6-dimethyl-2,4,5,6-tetrahydropyrrolo[3,4-c]pyrazol-3-yl)-7-fluoro-1H-indole-1-carboxylate FC(C1=C(CN2C(C3=NN(C(=C3C2)C2=C3C=CN(C3=C(C=C2)F)C(=O)OCI)C2=C(C=CC=C2CC)CC)(C)C)C=CC(=C1)C(F)(F)F)(F)F